7-[[(1R)-1-[(2S,4R)-4-hydroxy-2-[[4-(4-methylthiazol-5-yl)phenyl]methylcarbamoyl]pyrrolidine-1-carbonyl]-2,2-dimethyl-propyl]amino]-7-oxo-heptanoic acid O[C@@H]1C[C@H](N(C1)C(=O)[C@@H](C(C)(C)C)NC(CCCCCC(=O)O)=O)C(NCC1=CC=C(C=C1)C1=C(N=CS1)C)=O